5-[4-amino-5-(trifluoromethyl)pyrrolo[2,1-f][1,2,4]triazin-7-yl]-N-[(3R,4S)-1-(2,5-difluorobenzoyl)-4-fluoropyrrolidin-3-yl]-2-(deutero)methoxypyridine-3-carboxamide NC1=NC=NN2C1=C(C=C2C=2C=C(C(=NC2)OC[2H])C(=O)N[C@@H]2CN(C[C@@H]2F)C(C2=C(C=CC(=C2)F)F)=O)C(F)(F)F